N-(4-(((1H-pyrrol-3-yl)methyl)amino)-2-amino-3-fluorophenyl)decanamide N1C=C(C=C1)CNC1=C(C(=C(C=C1)NC(CCCCCCCCC)=O)N)F